tert-butyl (5-(hydroxymethyl)isoxazol-3-yl)methyl(methyl)carbamate OCC1=CC(=NO1)CN(C(OC(C)(C)C)=O)C